C(C)(C)(C)OC(=O)N1C[C@H](OC[C@@H]1C1=CC=C(C=C1)Br)C (2r,5s)-5-(4-bromophenyl)-2-methylmorpholine-4-carboxylic acid tert-butyl ester